CN(C1CCC2(CCN(CC2)C(=O)C2=CC=C(C=C2)S(=O)(=O)N)CC1)C=1C2=C(N=CN1)NC=C2 4-(9-(methyl(7H-pyrrolo[2,3-d]pyrimidin-4-yl)amino)-3-azaspiro[5.5]undecane-3-carbonyl)benzenesulfonamide